CC(=CC=C)C 4-Methyl-pentadien